1-(4-((4-((2',4'-difluoro-4,5'-dimethoxy-[1,1'-biphenyl]-3-yl)amino)-7-methoxyquinazolin-6-yl)oxy)piperidin-1-yl)prop-2-en-1-one FC1=C(C=C(C(=C1)F)OC)C1=CC(=C(C=C1)OC)NC1=NC=NC2=CC(=C(C=C12)OC1CCN(CC1)C(C=C)=O)OC